CCN(CC)C1=CC=C(C=C1)C(=C2C=CC(=[N+](CC)CC)C=C2)C3=CC=CC=C3 The molecule is an iminium ion that is the cationic component of the histological dye 'brilliant green'. It has a role as an antibacterial agent, an antiseptic drug, an environmental contaminant, a fluorochrome, a histological dye and a poison.